C(N)(=O)C1=CC(=C(C=C1)C1=CC(=CC=C1)CN1[C@H](CCC1)C(=O)NCC1=CC(=C(C(=O)O)C=C1)O)C (R)-4-((1-((4'-carbamoyl-2'-methyl-[1,1'-biphenyl]-3-yl)methyl)pyrrolidine-2-carboxamido)methyl)-2-hydroxybenzoic acid